ClC1=CC=C2C=CN(C2=C1)CC(=O)N 2-(6-chloro-1H-indol-1-yl)acetamide